2-[(4-{2,7-diazaspiro[3.5]nonan-2-yl}pyrimidin-5-yl)oxy]-N-ethyl-5-fluoro-N-(propan-2-yl)benzamide C1N(CC12CCNCC2)C2=NC=NC=C2OC2=C(C(=O)N(C(C)C)CC)C=C(C=C2)F